N-(3-(2-((6-methoxypyridin-3-yl)amino)-8,9-dihydroimidazo[1',2':1,6]pyrido[2,3-d]pyrimidin-6-yl)-4-methylphenyl)-4-(trifluoromethyl)pyridineamide COC1=CC=C(C=N1)NC=1N=CC2=C(N1)N1C(C(=C2)C=2C=C(C=CC2C)NC(=O)C2=NC=CC(=C2)C(F)(F)F)=NCC1